N1CCC=2C(=CC=CC12)C(=O)O 2,3-dihydro-1H-indole-4-carboxylic acid